ClC=1C=CC(=NC1)C=1C(=NC=CN1)C(C)NC(C1=CC(=CC(=C1)C(F)(F)F)C1(CC1)C#N)=O N-[1-[3-(5-chloro-2-pyridyl)pyrazin-2-yl]ethyl]-3-(1-cyanocyclopropyl)-5-(trifluoromethyl)benzamide